tert-butyl 2-(4-(4-(2,6-dioxopiperidin-3-yl)-2,5-difluorophenyl)piperidin-1-yl)acetate O=C1NC(CCC1C1=CC(=C(C=C1F)C1CCN(CC1)CC(=O)OC(C)(C)C)F)=O